COC1=C(C=2OC=3C(=C(C(=C(C3C(C2O)=O)O)OC)O)OC)C=CC(=C1O)O trimethoxyquercetin